FC(S(=O)(=O)[O-])(F)F.[SH3+].C(C)(C)C1=CC=2C(C3=CC=CC=C3SC2C=C1)=O 2-isopropyl-thioxanthone sulfonium trifluoromethanesulfonate